BrC1=NNC2=C(C=CC(=C12)Cl)F 3-bromo-4-chloro-7-fluoro-1H-indazole